[Se]1N=CC2=C1C=CC=C2 benzo[d][1,2]selenazol